FC1(CCN(CC1)C=1SC=C(N1)C1=NN=C(O1)C1=C(C=C(C=C1)NS(=O)(=O)CCO)N1CCC2(CC2)CC1)F N-(4-(5-(2-(4,4-difluoropiperidin-1-yl)thiazol-4-yl)-1,3,4-oxadiazol-2-yl)-3-(6-azaspiro[2.5]octane-6-yl)phenyl)-2-hydroxyethane-1-sulfonamide